3-[(5-bromo-2-pyridinyl)oxy]butan-2-one BrC=1C=CC(=NC1)OC(C(C)=O)C